3,4-dichloro-5-methyl-1H-pyrrole-2-carboxamide ClC1=C(NC(=C1Cl)C)C(=O)N